trans-N-((trans-4-(4-Methoxy-3-methylphenyl)cyclohexyl)methyl)-N1-(3-(2-methoxythiazol-5-yl)phenyl)-N4-methylcyclohexane-1,4-dicarboxamide COC1=C(C=C(C=C1)[C@@H]1CC[C@H](CC1)CN(C(=O)[C@@H]1CC[C@H](CC1)C(=O)NC)C1=CC(=CC=C1)C1=CN=C(S1)OC)C